3-(3,4-Difluorophenyl)-1-(8-fluoro-6-oxo-1,2,3,4,5,6-hexahydrophenanthridin-1-yl)-1-methylurea FC=1C=C(C=CC1F)NC(N(C)C1CCCC=2NC(C3=CC(=CC=C3C12)F)=O)=O